ONC(=O)C1=CC2=C(OCC(N2CC2=CC=C(C=C2)C(=O)N2CCCCC2)=O)C=C1 N-hydroxy-3-oxo-4-(4-(piperidine-1-carbonyl)benzyl)-3,4-dihydro-2H-benzo[b][1,4]oxazine-6-carboxamide